P(=O)(O)(O)O.C(CCC)CN1C(=NC(=C1)C#N)C#N 1-butylmethylimidazoledinitrile phosphate salt